carbon aluminum-silicon [Si].[Al].[C]